trimethyl-[2-[[2-methyl-5-(4,4,5,5-tetramethyl-1,3,2-dioxaborolan-2-yl)benzimidazol-1-yl]methoxy]ethyl]silane C[Si](CCOCN1C(=NC2=C1C=CC(=C2)B2OC(C(O2)(C)C)(C)C)C)(C)C